2-(aminomethyl)-4,7-dihydrothieno[2,3-c]pyridin-7-amine hydrochloride Cl.NCC1=CC2=C(C(N=CC2)N)S1